6-(4-Methylpiperidin-1-yl)benzo[b]thiophene-2-carboxylic acid CC1CCN(CC1)C=1C=CC2=C(SC(=C2)C(=O)O)C1